(E)-N-(4-fluorophenyl)-4-((2-aminomethyl-3-fluoroallyl)oxy)-3-chloro-benzamide trifluoroacetate FC(C(=O)O)(F)F.FC1=CC=C(C=C1)NC(C1=CC(=C(C=C1)OC\C(=C\F)\CN)Cl)=O